C1(CC1)C=1N(C2=C(C=NC=3N=C(C=CC23)OC)N1)CC1=CC=C(C=C1)SC 2-cyclopropyl-7-methoxy-1-(4-(methylthio)benzyl)-1H-imidazo[4,5-c][1,8]naphthyridine